NC=1N=C(SC1C(=O)C1=CC(=NO1)OC(C)C)N(C1=CC=C(C=C1)F)C(C(=O)N)C (N-[4-Amino-5-(3-isopropoxyisoxazol-5-carbonyl)thiazol-2-yl]-4-fluoroanilino)propanamid